C(C)C1=C(C=CC(=C1)N1CC(CC1)NCCOC)NC1=NC=C(C(=N1)C1=CC2=C(C(N(CCS2(=O)=O)C)=O)S1)C(F)(F)F 7-(2-((2-ethyl-4-(3-((2-methoxyethyl)amino)pyrrolidin-1-yl)phenyl)amino)-5-(trifluoromethyl)pyrimidin-4-yl)-4-methyl-3,4-dihydrothieno[2,3-f][1,4]thiazepin-5(2H)-one 1,1-dioxide